4-chloromethyl-1-cyclopentyl-2-trifluoromethylbenzene ClCC1=CC(=C(C=C1)C1CCCC1)C(F)(F)F